2-ethoxy-6-(hydroxymethyl)phenol C(C)OC1=C(C(=CC=C1)CO)O